{[4-(3-amino-4-formamido-2-fluorophenyl)-3-cyanobenzo[b]thiophen-2-yl]amino}methane NC=1C(=C(C=CC1NC=O)C1=CC=CC=2SC(=C(C21)C#N)NC)F